ClC1=C(C=C(C(=O)N2CCC3(CC2)CCC(CC3)CN(C(=O)C3CCCCC3)C)C=C1)N1C(NC(CC1)=O)=O N-((3-(4-chloro-3-(2,4-dioxotetrahydropyrimidin-1(2H)-yl)benzoyl)-3-azaspiro[5.5]undecan-9-yl)methyl)-N-methylcyclohexane-1-carboxamide